CC=1C2=C(N=NC1C1=CC=C3C(CCO3)=C1O)C(=CS2)[C@H]2CN(CCC2)C 5-[4-methyl-7-[(3S)-1-methyl-3-piperidyl]thieno[3,2-c]pyridazin-3-yl]-2,3-dihydrobenzofuran-4-ol